NC1=NC=C2C=C(N3C(C2=C1)=NN=C3)C=3C(=CC(=NC3)C(CC)=O)C 1-(5-{9-amino-[1,2,4]triazolo[3,4-a]2,6-naphthyridin-5-yl}-4-methylpyridin-2-yl)propan-1-one